C(C)C(CO)(CCCCCC)O 2-Ethyloctan-1,2-diol